C[C@H]1CN(C[C@H](N1)C)C1=NC=C(C=2C1=NC=CN2)C(=O)NC2=CC1=CN(N=C1C(=C2)F)C 5-((3S,5R)-3,5-dimethylpiperazin-1-yl)-N-(7-fluoro-2-methyl-2H-indazol-5-yl)pyrido[3,4-b]pyrazine-8-carboxamide